(S)-3-(2-(4-(5-chloro-2-(1H-tetrazol-1-yl)phenyl)-2,3-dioxopiperazin-1-yl)-3-phenylpropionamido)benzoic acid ClC=1C=CC(=C(C1)N1C(C(N(CC1)[C@H](C(=O)NC=1C=C(C(=O)O)C=CC1)CC1=CC=CC=C1)=O)=O)N1N=NN=C1